CC1=CC(=CC(=C1)C(=O)OC2C[C@H]3CC[C@@H](C2)N3C)C The molecule is a tropane alkaloid that consists of tropine in which the hydrogen of the hydroxy function is substituted by a 3,5-dimethylbenzoyl group. It has a role as a serotonergic antagonist. It is a tropane alkaloid and a benzoate ester. It derives from a tropine.